C(C#C)OS(=O)(=O)CCCCOS(=O)(=O)CC 4-(ethanesulfonyloxy)butanesulfonic acid 2-propynyl ester